1-(2,4-dihydroxyquinolin-3-yl)ethan-1-one OC1=NC2=CC=CC=C2C(=C1C(C)=O)O